C(C(C)C)(=O)OC=1C(=NC=CC1OC)C(N[C@@H](C)C1=NOC(=N1)C1=CC=C(C=C1)Cl)=O (S)-2-((1-(5-(4-chlorophenyl)-1,2,4-oxadiazol-3-yl)ethyl)carbamoyl)-4-methoxypyridin-3-yl isobutyrate